tris(1-cyclopentene-1-yloxy)methylsilane C1(=CCCC1)OC(OC1=CCCC1)(OC1=CCCC1)[SiH3]